Cl.O[C@H]1[C@@H](CCCC1)NC=1SC2=C(N1)C=CC(=C2)OC2=CC(=NC=C2)C(=O)NC 4-(2-((1r,2r)-2-hydroxycyclohexylamino)benzothiazol-6-yloxy)-N-methylpyridineamide HCl salt